C(C)(C)(C)NC1=CC=C(C=C1)N N-(tert-butyl)benzene-1,4-diamine